1-(3-bromophenyl)-3-((2-(trimethylsilyl)ethoxy)methyl)dihydropyrimidine-2,4(1H,3H)-dione BrC=1C=C(C=CC1)N1C(N(C(CC1)=O)COCC[Si](C)(C)C)=O